N[C@H]1C2N(CC1CC2)C(=O)C2=CC1=C(C(=C(O1)C1=CC=3C(=NC=CC3)N1CC1CC1)C)C=C2 ((7R)-7-amino-2-azabicyclo[2.2.1]hept-2-yl)(2-(1-(cyclopropylmethyl)-1H-pyrrolo[2,3-b]pyridin-2-yl)-3-methylbenzofuran-6-yl)methanone